C[C@@H]([C@@H](C)C1=C(C=CC=C1)C)OC([C@H](C)NC(=O)C1=NC=CC(=C1OC(C)=O)OC)=O (2S)-2-[(3-acetoxy-4-methoxy-pyridine-2-carbonyl)amino]propionic acid [(1S,2S)-1-methyl-2-(o-tolyl) propyl] ester